1,3,5-tris(3-methyl-5-nitropyridin-2-yloxy)benzene (2R,3R,5R)-5-(4-amino-2-oxopyrimidin-1(2H)-yl)-2-(((bis(heptyloxy)phosphoryl)oxy)methyl)-4,4-difluorotetrahydrofuran-3-yl-octanoate NC1=NC(N(C=C1)[C@H]1C([C@@H]([C@H](O1)COP(=O)(OCCCCCCC)OCCCCCCC)OC(CCCCCCC)=O)(F)F)=O.CC=1C(=NC=C(C1)[N+](=O)[O-])OC1=CC(=CC(=C1)OC1=NC=C(C=C1C)[N+](=O)[O-])OC1=NC=C(C=C1C)[N+](=O)[O-]